FC1=NC(=C2N=CN(C2=N1)C1OCCC1)NCC1=CC=C(C=C1)OC(F)(F)F 2-fluoro-6-{[4-(trifluoromethoxy)benzyl]amino}-9-(tetrahydrofuran-2-yl)-9H-purine